(2S,5S)-5-(((tert-butyldiphenylsilyl)oxy)methyl)-N-(2-(3,4-dichlorophenyl)propan-2-yl)morpholine-2-carboxamide [Si](C1=CC=CC=C1)(C1=CC=CC=C1)(C(C)(C)C)OC[C@@H]1CO[C@@H](CN1)C(=O)NC(C)(C)C1=CC(=C(C=C1)Cl)Cl